ethyl 4-amino-1-(4-(difluoromethoxy) phenyl)-7-ethoxy-2-oxo-1,2-dihydro-1,8-naphthyridine-3-carboxylate NC1=C(C(N(C2=NC(=CC=C12)OCC)C1=CC=C(C=C1)OC(F)F)=O)C(=O)OCC